N-[(5-Chlorothiophen-2-yl)methyl]-1-(2,3-dihydro-1,4-benzodioxin-5-carbonyl)-3-(piperidin-4-yl)-1H-pyrazol-5-amin hydrochlorid Cl.ClC1=CC=C(S1)CNC1=CC(=NN1C(=O)C1=CC=CC=2OCCOC21)C2CCNCC2